6-fluoro-7-methylbenzo[d]isothiazol-3(2H)one-1,1-dioxide FC1=C(C2=C(C(NS2(=O)=O)=O)C=C1)C